4-bromo-N-((trans)-3-methoxycyclobutyl)-2-nitroaniline BrC1=CC(=C(N[C@@H]2C[C@H](C2)OC)C=C1)[N+](=O)[O-]